methylmalonyl-coA (S,E)-Ethyl-3-(3-(2-(1,8-naphthyridin-2-yl)vinyl)azetidine-1-carboxamido)-3-(6-methoxypyridin-3-yl)propanoate C(C)[C@H](C(=O)O)C(C=1C=NC(=CC1)OC)NC(=O)N1CC(C1)\C=C\C1=NC2=NC=CC=C2C=C1.CC(C(=O)SCCNC(CCNC([C@@H](C(COP(OP(OC[C@@H]1[C@H]([C@H]([C@@H](O1)N1C=NC=2C(N)=NC=NC12)O)OP(=O)(O)O)(=O)O)(=O)O)(C)C)O)=O)=O)C(=O)O